4-{2-[6-(Chloromethyl)-1-oxo-4-(trifluoromethyl)-3H-isoindol-2-yl]-6-cyclopropylpyridin-4-yl}-3-(4-methyl-1,2,4-triazol-3-yl)benzonitrile ClCC1=CC(=C2CN(C(C2=C1)=O)C1=NC(=CC(=C1)C1=C(C=C(C#N)C=C1)C1=NN=CN1C)C1CC1)C(F)(F)F